C(C)(C)(C)OC(=O)N1CC(C(C(C1)C)(F)F)O 4,4-difluoro-3-hydroxy-5-methyl-piperidine-1-carboxylic acid tert-butyl ester